5-amino-2-(5-cyanopyrazol-1-yl)pyridine-3-carbonitrile NC=1C=C(C(=NC1)N1N=CC=C1C#N)C#N